2-(2H-benzotriazol-2-yl)-6-nonyl-4-nonylphenol N=1N(N=C2C1C=CC=C2)C2=C(C(=CC(=C2)CCCCCCCCC)CCCCCCCCC)O